hexadecanoic (E)-3,7-dimethyl-2,6-octadienyl ester C\C(=C/COC(CCCCCCCCCCCCCCC)=O)\CCC=C(C)C